di(phenyl-ethyl-ammonium) lead (II) bromide [Pb](Br)Br.C1(=CC=CC=C1)[NH2+]CC.C1(=CC=CC=C1)[NH2+]CC